(R)-3-cyclohexene-1-carboxylic acid ethyl ester C(C)OC(=O)[C@H]1CC=CCC1